sodium (S)-3-(5-methoxy-3'-(trifluoromethoxy)biphenyl-3-yl)-3-(3-(1-methyl-4-oxido-2-oxo-1,2-dihydropyridin-3-yl)ureido)propanoate COC=1C=C(C=C(C1)C1=CC(=CC=C1)OC(F)(F)F)[C@H](CC(=O)[O-])NC(=O)NC=1C(N(C=CC1[O-])C)=O.[Na+].[Na+]